Methyl 3-((((ethoxycarbonyl)amino) (morpholino)methylene)amino)-1-(4-methyl-6-(trifluoromethyl)pyridin-3-yl)-1H-pyrazole-4-carboxylate C(C)OC(=O)NC(N1CCOCC1)=NC1=NN(C=C1C(=O)OC)C=1C=NC(=CC1C)C(F)(F)F